C(C)[C@H]1CN(CCN1)[C@H]1CC[C@H](CC1)N1C=C(C2=C1N=CN=C2N)C2=CC=C(C=C2)OC2=CC=CC=C2 7-((cis)-4-((S)-3-ethylpiperazin-1-yl)cyclohexyl)-5-(4-phenoxyphenyl)-7H-pyrrolo[2,3-d]pyrimidin-4-amine